1,1'-decane-1,10-diylbis(4-amino-2-methylquinolinium) C(CCCCCCCCC[N+]1=C(C=C(C2=CC=CC=C12)N)C)[N+]1=C(C=C(C2=CC=CC=C12)N)C